2,5-DIFLUORO-4-METHYLBENZALDEHYDE FC1=C(C=O)C=C(C(=C1)C)F